6-bromo-3-methoxy-2-(methylthio)pyridine BrC1=CC=C(C(=N1)SC)OC